C1(=CC=CC=C1)N(C1=CC=CC=C1)C1=C(C(=S)SCC2=CC=CC=C2)C=CC=C1 benzyl N,N-diphenylaminodithiobenzoate